C(#N)C=1C(=C(C(NC1C)=O)C(=O)O)C1=CC(=C(C=C1)Cl)Cl 5-cyano-4-(3,4-dichlorophenyl)-6-methyl-2-oxo-1H-pyridine-3-carboxylic acid